6-(2-{6-azaspiro[2.5]oct-6-yl}-4-iodobenzoylamino)-8-(4,4-difluoropiperidin-1-yl)quinoline-3-carboxamide C1CC12CCN(CC2)C2=C(C(=O)NC=1C=C3C=C(C=NC3=C(C1)N1CCC(CC1)(F)F)C(=O)N)C=CC(=C2)I